(2-chloro-4-(methylthio)phenyl)boronic acid ClC1=C(C=CC(=C1)SC)B(O)O